(2S,5R)-5-[2-(benzyloxy)-2-oxoethyl]-1-(3-methoxy-3-oxopropionyl)pyrrolidine-2-carboxylic acid methyl ester COC(=O)[C@H]1N([C@H](CC1)CC(=O)OCC1=CC=CC=C1)C(CC(=O)OC)=O